COCC1=CC(=NC=C1C1=CC=C(C=C1)N1C(CCC1)=O)NC1=CC2=C(OC[C@H]3N2C(C2(C3)CC2)=O)N=C1 (S)-2'-((4-(methoxymethyl)-5-(4-(2-oxopyrrolidin-1-yl)phenyl)pyridin-2-yl)amino)-6a',7'-dihydro-6'H,9'H-spiro[cyclopropane-1,8'-pyrido[2,3-b]pyrrolo[1,2-d][1,4]oxazin]-9'-one